3-((2-(6-cyclopropylpyridin-3-yl)-8-methoxy-2,3-dihydrobenzo[b][1,4]dioxin-6-yl)methyl)-3H-imidazo[4,5-b]pyridine C1(CC1)C1=CC=C(C=N1)C1COC2=C(O1)C(=CC(=C2)CN2C=NC=1C2=NC=CC1)OC